3-amino-N-(2-{4-amino-7-oxa-2-azaspiro[4.5]decan-2-yl}-3-fluoro-5,6,7,8-tetrahydroquinolin-6-yl)-5-fluoro-6-methylthieno[2,3-b]pyridine-2-carboxamide NC1=C(SC2=NC(=C(C=C21)F)C)C(=O)NC2CC=1C=C(C(=NC1CC2)N2CC1(C(C2)N)COCCC1)F